N-(7-fluoro-2,8-dimethyl-imidazo[1,2-a]pyridin-6-yl)-1,1-diphenyl-methanimine FC1=C(C=2N(C=C1N=C(C1=CC=CC=C1)C1=CC=CC=C1)C=C(N2)C)C